tetrahydro-2H-pyran-3,4-diacetic acid O1CC(C(CC1)CC(=O)O)CC(=O)O